C(C=CCCCCCC(=O)O)(=O)O nonaenedioic acid